C(#N)C1=CC2=C(N(C3=C(C=C2)C=CC=N3)CC3=CC=C(C(=O)O)C=C3)C=C1 4-((8-cyano-11H-benzo[b]pyrido[3,2-f]azepin-11-yl)methyl)benzoic acid